2-Methoxyethyl (E)-3-(1-(3,5-bis(trifluoromethyl)benzyl)-1H-pyrrolo[2,3-b]pyridin-3-yl)-2-cyanoacrylate FC(C=1C=C(CN2C=C(C=3C2=NC=CC3)/C=C(/C(=O)OCCOC)\C#N)C=C(C1)C(F)(F)F)(F)F